The molecule is a carboxylic ester obtained by the formal condensation of 2-phenylethanol with isobutyric acid. It has a role as a metabolite. It derives from a 2-phenylethanol and an isobutyric acid. CC(C)C(=O)OCCC1=CC=CC=C1